C[C@@]12OO[C@]34[C@@H](CC1)[C@@H](CC[C@H]3[C@H]([C@@H](O[C@@H]4O2)C(=O)NC2=CC=NC=C2)C)C (3R,5aS,6R,8aS,9R,10R,12R,12aR)-3,6,9-trimethyl-N-(pyridin-4-yl)decahydro-12H-3,12-epoxypyrano[4,3-j][1,2]benzodioxepin-10-carboxamide